SC=1C2=C(N=CN1)CN(CC2)C(=O)OC(C)(C)C tert-butyl 4-mercapto-5,8-dihydropyrido[3,4-d]pyrimidine-7(6H)-carboxylate